Methacryloxyethylsuccinat C(C(=C)C)(=O)OCCC(C(=O)[O-])CC(=O)[O-]